CC=1C(=NC2=CC=CC=C2N1)C=1C(=NNC1)C Methyl-2-(3-methyl-1H-pyrazol-4-yl)quinoxaline